C(C)(C)(C)OC(=O)N1CC(C1)CN1CCN(CC1)C=1C=C2C(N(C(C2=CC1)=O)C1C(NC(CC1)=O)=O)=O 3-[[4-[2-(2,6-dioxo-3-piperidinyl)-1,3-dioxo-isoindolin-5-yl]piperazin-1-yl]methyl]azetidine-1-carboxylic acid tert-butyl ester